OC1=CC=C(C=C1)C1=CC(SS1)=S 5-(4-hydroxyphenyl)-3H-1,2-dithiol-3-thione